2-[(1S)-1,5-Dimethylhex-4-enyl]-5-(hydroxymethyl)phenol C[C@@H](CCC=C(C)C)C1=C(C=C(C=C1)CO)O